N-[(S)-1-(4-Fluoro-phenyl)-ethyl]-3-[1-(4-trifluoromethoxy-benzyl)-1H-pyrrolo[2,3-b]pyridin-2-yl]-propionamide FC1=CC=C(C=C1)[C@H](C)NC(CCC1=CC=2C(=NC=CC2)N1CC1=CC=C(C=C1)OC(F)(F)F)=O